cyclohexane-1,2,4,5-tetraacetic acid C1(C(CC(C(C1)CC(=O)O)CC(=O)O)CC(=O)O)CC(=O)O